tert-Butyl 3-[({[(2S,5R)-6-hydroxy-7-oxo-1,6-diazabicyclo[3.2.1]oct-2-yl]carbonyl}amino)oxy]azetidine-1-carboxylate ON1[C@@H]2CC[C@H](N(C1=O)C2)C(=O)NOC2CN(C2)C(=O)OC(C)(C)C